ClC1=NC=CC(=N1)N1C(NC2=C1C=CC(=C2)C)=O 1-(2-chloropyrimidin-4-yl)-5-methyl-1H-benzo[d]imidazol-2(3H)-one